1,1-dioxo-1,2,6-thiadiazine-4-ol O=S1(NC=C(C=N1)O)=O